1-(2-((1R,3S,4S)-3-((6-methylpyridin-2-yl)carbamoyl)-2-azabicyclo[2.2.1]heptan-2-yl)-2-oxoethyl)-5-(naphthalen-2-yl)-1H-indole-3-carboxamide CC1=CC=CC(=N1)NC(=O)[C@H]1N([C@@H]2CC[C@H]1C2)C(CN2C=C(C1=CC(=CC=C21)C2=CC1=CC=CC=C1C=C2)C(=O)N)=O